ClC(C(=O)[O-])(C)C1=CC=CC=C1.[Na+] sodium chlorophenylpropionate